(2-(difluoromethoxy)-3-methylquinolin-6-yl)(2-methyl-6-(5-(trifluoromethyl)pyridin-2-yl)piperidin-1-yl)methanone FC(OC1=NC2=CC=C(C=C2C=C1C)C(=O)N1C(CCCC1C1=NC=C(C=C1)C(F)(F)F)C)F